methyl 2-(5-bromo-3-nitropyridin-2-yl)-2-methylpropionate BrC=1C=C(C(=NC1)C(C(=O)OC)(C)C)[N+](=O)[O-]